CN(C)\C=N\C(CNC(OC(C)(C)C)=O)=O (E)-tert-butyl (2-(((dimethylamino)methylene)amino)-2-oxoethyl)carbamate